tert-butyl (6-methoxy-5-(3-methyl-2-oxoimidazolin-1-yl)pyridin-3-yl)carbamate COC1=C(C=C(C=N1)NC(OC(C)(C)C)=O)N1C(N(CC1)C)=O